N-[7-methoxy-6-(trifluoromethyl)-1H,2H,3H-cyclopenta[b]quinolin-9-yl]piperidin-4-amine COC1=CC=2C(=C3C(=NC2C=C1C(F)(F)F)CCC3)NC3CCNCC3